COC1=CC=C(C=C1)CCC1=CC=C(C=C1)OC 1,2-di(4-methoxyphenyl)ethane